6-((3-(2-(dipropylamino)ethyl)-1H-indol-7-yl)oxy)-6-oxohexanoic acid C(CC)N(CCC1=CNC2=C(C=CC=C12)OC(CCCCC(=O)O)=O)CCC